tert-butyl (S)-(1-(2-chloro-5-(1-(2-(dimethylamino)-2-oxoethyl)-1H-pyrazol-4-yl)pyridin-4-yl)piperidin-3-yl)carbamate ClC1=NC=C(C(=C1)N1C[C@H](CCC1)NC(OC(C)(C)C)=O)C=1C=NN(C1)CC(=O)N(C)C